N-Boc-N-methylpropyloxyamine C(=O)(OC(C)(C)C)N(C)OCCC